ClC1=C(C=CC=C1)C1=NC2=CC=CC=C2C=N1 2-(2-chlorophenyl)quinazoline